5-(adamantan-1-yl)-2-(2,6-diisopropylphenyl)imidazo[1,5-a]pyridin-2-ium chloride [Cl-].C12(CC3CC(CC(C1)C3)C2)C2=CC=CC=3N2C=[N+](C3)C3=C(C=CC=C3C(C)C)C(C)C